CC(C)(C)OC([C@@H](N)CI)=O 3-iodo-L-alanine 1,1-dimethylethyl ester